COC([C@H](NC1=C(C=C(C=C1)CO)[N+](=O)[O-])C)=O (4-(Hydroxymethyl)-2-nitrophenyl)-D-alanine methyl ester